C1([C@@H](O)[C@H](O)CO1)[C@@]1([C@H](O)[C@H](O)[C@@H](CO)O1)N1C(=O)N=C(N)C=C1 |&1:1,3| DL-threofuranosyl-cytidine